C1(=CC=CC=C1)C(C(C)(O)C)(F)F phenyl-1,1-difluoro-2-methylpropan-2-ol